N-(1-(4-chlorophenyl)-2,2,2-trifluoroethyl)-6-methoxypyridazine-3-sulfonamide ClC1=CC=C(C=C1)C(C(F)(F)F)NS(=O)(=O)C=1N=NC(=CC1)OC